CC1=C(C(=O)O)C=CC(=C1C1=NOCC1)S(=O)(=O)C 2-methyl-3-(4,5-dihydroisoxazol-3-yl)-4-methylsulfonylbenzoic acid